C1(CCCC1)N(C(=O)OCC=1C(=NOC1C1=CC=C(O[C@@H]2C[C@@H](C[C@H]3C[C@@H]23)C(=O)O)C=C1)C)C |r| (±)-(1R,3R,5R,6R)-5-(4-(4-(((cyclopentyl(methyl)carbamoyl)oxy)methyl)-3-methylisoxazol-5-yl)phenoxy)bicyclo[4.1.0]heptane-3-carboxylic acid